N1(CCCC1)CCC1=NC=C(C(=O)N2[C@H]3CC(C[C@@H]2CC3)NC=3C=C(C(=CC3)C)C#N)C=C1 4-[(1R,3s,5S)-8-{6-[2-(1-pyrrolidinyl)ethyl]-nicotinoyl}-8-azabicyclo[3.2.1]oct-3-ylamino]-2-toluonitrile